ClC1=C(C(=CC=C1)C1=NC2=C(N1)C=CC(=C2)O)C=2C(=CC(=CC2)C(N[C@H](CCC)C2=CC=CC=C2)=O)C(=O)OC (S)-methyl 2'-chloro-6'-(5-hydroxy-1H-1,3-benzodiazol-2-yl)-4-{[(1R)-1-phenylbutyl]carbamoyl}-[1,1'-biphenyl]-2-carboxylate